2-(4-fluorophenoxy)-1-methyl-ethylene FC1=CC=C(OC=CC)C=C1